ClC1=CC=C(C(=N1)C)N[C@H](C)C=1C=C(C=C2C(C(=C(OC12)C1=CC(NC=C1)=O)C)=O)C 4-[8-[(1R)-1-[(6-Chloro-2-methyl-3-pyridyl)amino]ethyl]-3,6-dimethyl-4-oxo-chromen-2-yl]-1H-pyridin-2-one